C1(CC1)OC1=CC=C2C=C(C(=C(C2=C1)CCNC(C)=O)F)[2H] N-(2-(7-cyclopropoxy-2-fluoronaphthalen-1-yl-3-d)ethyl)acetamide